C(C)N(CCN(CCC(=O)OCCCCCCCC\C=C/CC(CCCCCC)OC(=O)OCC#CCCCCCC)CCC(=O)OCCCCCCCC\C=C/CC(CCCCCC)OC(=O)OCC#CCCCCCC)CC bis((Z)-12-(((non-2-yn-1-yloxy)carbonyl)oxy)octadec-9-en-1-yl) 3,3'-((2-(diethylamino)ethyl)azanediyl)dipropionate